[2-(m-tolyl)ethynyl]-5,6,7,8-tetrahydroimidazo[1,2-a]pyrazine C1(=CC(=CC=C1)C#CC=1N=C2N(CCNC2)C1)C